CC12CCC(CC1)C2 methyl-(bicyclo[2.2.1]heptane)